3-((5-((tert-butyldiphenylsilyl)oxy)hexyl)oxy)-4-(4-methylpiperazin-1-yl)aniline [Si](C1=CC=CC=C1)(C1=CC=CC=C1)(C(C)(C)C)OC(CCCCOC=1C=C(N)C=CC1N1CCN(CC1)C)C